N-(tert-butyl)-2-butyl-7-methyl-1-((1-methylpiperidin-4-yl)methyl)-1H-imidazo[4,5-d]thieno[3,2-b]pyridine-4-amine C(C)(C)(C)NC1=C2C(=C3C(=N1)C=C(S3)C)N(C(=N2)CCCC)CC2CCN(CC2)C